1-isocyanatopropane N(=C=O)CCC